4-(5-(3-amino-8-azabicyclo[3.2.1]octane-8-yl)-8-(3-fluoro-4-methoxyphenyl)imidazolo[1,2-c]pyrimidin-7-yl)benzonitrile hydrochloride Cl.NC1CC2CCC(C1)N2C2=NC(=C(C=1N2C=CN1)C1=CC(=C(C=C1)OC)F)C1=CC=C(C#N)C=C1